3-cyanoisonicotinamide C(#N)C1=C(C(=O)N)C=CN=C1